3-(β-D-glucopyranosyloxy)-4-[(4-methoxyphenyl)methyl]-5-methyl-1-propylpyrazole [C@@H]1([C@H](O)[C@@H](O)[C@H](O)[C@H](O1)CO)OC1=NN(C(=C1CC1=CC=C(C=C1)OC)C)CCC